C(\C=C/C)(=O)OC(\C=C/C)=O isocrotonic anhydride